N-(2'-(4,4-difluorocyclohexyl)-3-methyl-[2,4'-bipyridin]-3'-yl)-2-isopropoxypyrimidine-5-carboxamide FC1(CCC(CC1)C1=NC=CC(=C1NC(=O)C=1C=NC(=NC1)OC(C)C)C1=NC=CC=C1C)F